1-phosphopropane-1,2,3-tricarboxylic acid P(=O)(=O)C(C(CC(=O)O)C(=O)O)C(=O)O